tert-butyl 4-[4-[4-[[5-[(3,5-difluorophenyl)methyl]-1H-indazol-3-yl]carbamoyl]-3-(tetrahydropyran-4-ylamino)phenyl]piperazin-1-yl]-4-oxo-butanoate FC=1C=C(C=C(C1)F)CC=1C=C2C(=NNC2=CC1)NC(=O)C1=C(C=C(C=C1)N1CCN(CC1)C(CCC(=O)OC(C)(C)C)=O)NC1CCOCC1